ClC=1C=C(CNC2=C3NC=NC3=NC=N2)C=CC1 6-(3-chlorobenzylamino)purine